5-(4-(3-(6-fluoro-4-oxo-3,4-dihydroquinazolin-2-yl)cyclohexyl)piperazin-1-yl)-N-methylpicolinamide FC=1C=C2C(NC(=NC2=CC1)C1CC(CCC1)N1CCN(CC1)C=1C=CC(=NC1)C(=O)NC)=O